6-((2-((1-(2-hydroxyethyl)-1H-pyrazol-5-yl)methyl)-1-oxo-1,2-dihydro-phthalazin-6-yl)sulfonyl)-2,3-dihydro-4H-benzo[b][1,4]oxazine-4-carboxylic acid tert-butyl ester C(C)(C)(C)OC(=O)N1C2=C(OCC1)C=CC(=C2)S(=O)(=O)C=2C=C1C=NN(C(C1=CC2)=O)CC2=CC=NN2CCO